(S)-5-amino-N-(5-fluoro-7-(trifluoromethyl)isochroman-4-yl)-N-methyl-6,8-dihydro-1H-furo[3,4-d]pyrrolo[3,2-b]pyridine-2-carboxamide NC1=C2C(=C3C(=N1)C=C(N3)C(=O)N(C)[C@@H]3COCC1=CC(=CC(=C31)F)C(F)(F)F)COC2